1',2',4,7-tetrahydro-5H-spiro[benzo[d]thiazole-6,3'-pyrrolo[2,3-b]pyridine]-2-carboxamide N1CC2(C=3C1=NC=CC3)CC3=C(N=C(S3)C(=O)N)CC2